(1R,4R)-5-(4-chloro-6-((2R,3S)-2-methyl-3-((methylsulfonyl)methyl)azetidin-1-yl)pyrimidin-2-yl)-2-oxa-5-azabicyclo[2.2.1]heptane ClC1=NC(=NC(=C1)N1[C@@H]([C@H](C1)CS(=O)(=O)C)C)N1[C@H]2CO[C@@H](C1)C2